N-(3-cyano-5-fluorobenzyl)-3-((2-(1,4-dimethyl-1H-pyrazol-5-yl)-5-fluoropyridin-4-yl)oxy)-N-hydroxycyclobutane-1-carboxamide C(#N)C=1C=C(CN(C(=O)C2CC(C2)OC2=CC(=NC=C2F)C2=C(C=NN2C)C)O)C=C(C1)F